N[C@@H]1[C@@H](OCC12CCN(CC2)C=2N(C(C1=C(N2)NC=C1NC1=C(C(=CC=C1)Cl)Cl)=O)C)C 2-((3S,4S)-4-amino-3-methyl-2-oxa-8-azaspiro[4.5]decan-8-yl)-5-((2,3-dichlorophenyl)amino)-3-methyl-3,7-dihydro-4H-pyrrolo[2,3-d]pyrimidin-4-one